BrC=1C=CC=2C(N(C3=CC=CC1C23)C2C(N(C(C2)=O)CC2=CC=C(C=C2)OC)=O)=O 3-(5-bromo-2-oxobenzo[cJ]indol-1(2H)-yl)-1-(4-methoxybenzyl)pyrrolidine-2,5-dione